bicyclo[2.2.1]heptane-1,3-diamine C12(CC(C(CC1)C2)N)N